Cl(=O)(=O)(=O)O.S1C=NC=2CCCCCC21 thiazolo[d]cycloheptane perchlorate